2-(2-methoxyethyl)-1-(4-((tetrahydro-2H-pyran-4-yl)amino)butyl)-1H-imidazo[4,5-c]Quinolin-4-amine COCCC=1N(C2=C(C(=NC=3C=CC=CC23)N)N1)CCCCNC1CCOCC1